P(=O)(OCCOCCCC)(OCCOCCCC)OCCOCCCC tri-(2-n-butoxyethyl) phosphate